N-(2-butyl)benzamide CC(CC)NC(C1=CC=CC=C1)=O